O1CCOC2=C1C=CC(=C2)SC=2N=NC=CC2C(=O)O 3-(2,3-Dihydro-1,4-benzodioxin-6-ylsulfanyl)pyridazine-4-carboxylic acid